ClC=1C=NC=C(C1[C@@H](C)OC=1C=C2C(=NNC2=CC1)C1=NC2=C(N1)CN(C2)C(CN2CCCC2)=O)Cl (R)-1-(2-(5-(1-(3,5-dichloropyridin-4-yl)ethoxy)-1H-indazol-3-yl)-4,6-dihydropyrrolo[3,4-d]imidazol-5(1H)-yl)-2-(pyrrolidin-1-yl)ethan-1-one